4-fluorobenzoylglycine FC1=CC=C(C(=O)NCC(=O)O)C=C1